tert-Butyl N-[(1R)-2-(7-fluoro-2-formyl-indan-5-yl)oxy-1-methyl-ethyl]carbamate FC=1C=C(C=C2CC(CC12)C=O)OC[C@@H](C)NC(OC(C)(C)C)=O